tert-butyl (S)-(1-((3-(3-((6-(azetidin-1-yl)-3-carbamoyl-5-ethylpyrazin-2-yl)amino)phenoxy)propyl)amino)-1-oxopropan-2-yl)(methyl)carbamate N1(CCC1)C1=C(N=C(C(=N1)NC=1C=C(OCCCNC([C@H](C)N(C(OC(C)(C)C)=O)C)=O)C=CC1)C(N)=O)CC